CC/C=C\\C/C=C\\C/C=C\\C/C=C\\C/C=C\\CCCCCC(=O)OC(CC(=O)[O-])C[N+](C)(C)C The molecule is an O-acylcarnitine having (7Z,10Z,13Z,16Z,19Z)-docosapentaenoyl as the acyl substituent. It has a role as a mouse metabolite. It derives from a carnitine.